BrC=1C=C2CCN(CC2=CC1)C1CCN(CC1)C(=O)OCCCC butyl 4-(6-bromo-3,4-dihydroisoquinolin-2(1H)-yl)piperidine-1-carboxylate